Cl\C(=C\1/C(NC2=CC=C(C=C12)C(=O)OC)=O)\C1=CC=C(C=C1)[N+](=O)[O-] Methyl (Z)-3-(chloro(4-nitrophenyl)methylene)-2-oxoindoline-5-carboxylate